ethyl 1-fluoro-2,2-dimethyl-4,6-dioxo-cyclohexanecarboxylate FC1(C(CC(CC1=O)=O)(C)C)C(=O)OCC